C1=CC=CC=2C3=CC=CC=C3C(C12)COC(=O)N[C@H](CNCC(=O)OCC=C)CCCCNC(=O)OC(C)(C)C (S)-allyl 2-((2-((((9H-fluoren-9-yl)methoxy)carbonyl) amino)-6-((tert-butoxycarbonyl)amino)hexyl)amino)acetate